C(CC=C)OC=1N=C2N(N=C(C=C2)Cl)C1 (but-3-en-1-yloxy)-6-chloroImidazo[1,2-b]Pyridazine